Cl.C(CCC)C=1N=NN(C1)CC1=CC=C(C=C1)C1=NOC(=N1)C1N(CCC1)C(N)=N (3-(4-((4-Butyl-1H-1,2,3-triazol-1-yl)methyl)phenyl)-1,2,4-oxadiazol-5-yl)pyrrolidine-1-carboximidamide hydrochloride